6-acetyl-N-((1r,4r)-4-methoxycyclohexyl)picolinamide C(C)(=O)C1=CC=CC(=N1)C(=O)NC1CCC(CC1)OC